BrC=1SC=C(N1)CC(=O)NC1=CC2=CN(N=C2C=C1C1=COC=C1)CCC(C)(C)O 2-(2-bromothiazol-4-yl)-N-(6-(furan-3-yl)-2-(3-hydroxy-3-methylbutyl)-2H-indazol-5-yl)acetamide